(S)-2-Amino-2-(3-chlorophenyl)ethan-1-ol N[C@H](CO)C1=CC(=CC=C1)Cl